1'-(4-bromophenyl)-2'-oxospiro[indoline-2,3'-pyrrolidine]-1-carboxylic acid tert-butyl ester C(C)(C)(C)OC(=O)N1C2=CC=CC=C2CC12C(N(CC2)C2=CC=C(C=C2)Br)=O